N-[2-(5-chloro-1,3-benzoxazol-2-yl)-2-azaspiro[3.3]heptan-6-yl]-2,2-difluoro-cyclopropanecarboxamide ClC=1C=CC2=C(N=C(O2)N2CC3(C2)CC(C3)NC(=O)C3C(C3)(F)F)C1